1-methyl-1,2,3,4-tetrahydro-beta-carboline CC1NCCC=2C3=CC=CC=C3NC12